5-methoxycarbonylnorbornene COC(=O)C1C2C=CC(C1)C2